CC1=C(CCNC(=O)C2=C(C=NN2)OC2=CC(=CC=C2)C(F)(F)F)C=CC(=C1)C N-(2,4-dimethylphenethyl)-4-(3-(trifluoromethyl)phenoxy)-1H-pyrazole-5-carboxamide